C(C)(C)(C)OC(=O)N1CCC(CC1)(C=1C=NC=CC1)C#N 4-cyano-4-(pyridin-3-yl)piperidine-1-carboxylic acid tert-butyl ester